C(CC)NCC(C(C(C(C(CO)O)O)O)O)O 7-(propylamino)heptane-1,2,3,4,5,6-hexaol